C(C)(C)C=1C(=NNC1C1=CN(C2=NC=CC=C21)C)C(=O)NC2CCN(CC2)CC(C)(C)C 4-isopropyl-5-(1-methyl-1H-pyrrolo[2,3-b]pyridin-3-yl)-N-(1-neopentylpiperidin-4-yl)-1H-pyrazole-3-carboxamide